[Cr].CC(CCS(P(O)(O)=S)(CCC(CCCC(C)C)C)CCC(CCCC(C)C)C)CCCC(C)C tri(3,7-dimethyl-1-octyl)dithiophosphoric acid chromium